BrC=1C=C(C2=C(C=CO2)C1)O[Si](C)(C)C(C)(C)C ((5-bromobenzofuran-7-yl)oxy)(tert-butyl)dimethylsilane